di-n-propyl (3-methylbutylidene)malonate CC(CC=C(C(=O)OCCC)C(=O)OCCC)C